2-(3,5-dichloro-4-((6-oxo-1-phenyl-1,6-dihydropyridin-3-yl)oxy)phenyl)-6-(hydroxymethyl)-1,2,4-triazine-3,5(2H,4H)-dione ClC=1C=C(C=C(C1OC1=CN(C(C=C1)=O)C1=CC=CC=C1)Cl)N1N=C(C(NC1=O)=O)CO